C(C)(C)C1=CC=CC=C1 2-Isopropylbenzene